3-fluoro-5-(5H-imidazo[5,1-a]isoindol-5-yl)benzamide FC=1C=C(C(=O)N)C=C(C1)C1N2C(C3=CC=CC=C13)=CN=C2